C(C)(=O)N[C@H]1C[C@H](CCC1)C(=O)NC1=NC=C(C(=C1)C=1C=C(C2=C(N(C=N2)C(C)C)C1)F)Cl (1S,3R)-3-acetamido-N-(5-chloro-4-(4-fluoro-1-isopropyl-1H-benzo[d]imidazol-6-yl)pyridin-2-yl)cyclohexane-1-carboxamide